6-[3-(2,6-dioxo-3-piperidyl)-2-oxo-1,3-benzoxazol-7-yl]hexanal O=C1NC(CCC1N1C(OC2=C1C=CC=C2CCCCCC=O)=O)=O